C(C)(C)(C)S(=O)(=O)N1C(C(C2=CC=C(C=C12)NC(C1=C(C=C(C=C1)S(=O)(=O)CCO)N1CCC2(CC2)CC1)=O)(C)C)C N-(1-(tert-butylsulfonyl)-2,3,3-trimethylindolin-6-yl)-4-((2-hydroxyethyl)sulfonyl)-2-(6-azaspiro[2.5]octan-6-yl)benzamide